[As](O)(O)O arsenious acid